N[C@H]1CN(CCC1)C(=O)C1=CC=2N(C=C1)C(=C(N2)C=2N(C1=CC(=CC=C1C2)OC)CC2CC2)COC (R)-(3-aminopiperidin-1-yl)(2-(1-(cyclopropylmethyl)-6-methoxy-1H-indol-2-yl)-3-(methoxymethyl)imidazo[1,2-a]pyridin-7-yl)methanone